FC(C)(F)C1=NC(=CC(=N1)NC1=CC(=NC=C1OC[C@H]1CN(CCO1)C(C)C)NC(C)=O)C (R)-N-(4-((2-(1,1-difluoroethyl)-6-methylpyrimidin-4-yl)amino)-5-((4-isopropylmorpholin-2-yl)methoxy)pyridin-2-yl)acetamide